1,4-bis(triethoxysilyl)benzene C(C)O[Si](C1=CC=C(C=C1)[Si](OCC)(OCC)OCC)(OCC)OCC